FC1=CC=C(C=N1)N1C(C=CC1)=O (6-fluoropyridin-3-yl)-1,5-dihydro-2H-pyrrol-2-one